C(CC)NC(=O)C=1N=C(OC1C1=CC=NC=C1)C1=CC=C(C=C1)C(F)(F)F propyl-5-(pyridin-4-yl)-2-(4-(trifluoromethyl)phenyl)oxazole-4-carboxamide